tert-butyl (R)-2-(3-(methylsulfonamidomethyl)bicyclo[1.1.1]pentan-1-yl)-3-oxohexahydroimidazo[1,5-a]pyrazine-7(1H)-carboxylate CS(=O)(=O)NCC12CC(C1)(C2)N2C(N1[C@@H](CN(CC1)C(=O)OC(C)(C)C)C2)=O